(1R,2R,3aS,10aR)-5-fluoro-2-hydroxy-1-[(1E,3ξ)-3-hydroxy-3-(1-phenylcyclopropyl)-1-propen-1-yl]-2,3,3a,9,10,10a-hexahydro-1H-benzo[b]cyclopenta[f]oxepin-6-carboxylic acid FC1=C(C=CC2=C1O[C@@H]1[C@H](CC2)[C@H]([C@@H](C1)O)\C=C\C(C1(CC1)C1=CC=CC=C1)O)C(=O)O